CN1C(C(=CC2=CC(=CC=C12)NC(C1=CC(=CC=C1)NC(C=C)=O)=O)C)=O N-(1,3-dimethyl-2-oxo-1,2-dihydroquinolin-6-yl)-3-(prop-2-enamido)benzamide